3-((4-ethylphenyl)sulfonyl)-4-(4-(pyrrolidin-1-yl)piperidin-1-yl)-6-(trifluoromethoxy)quinoline C(C)C1=CC=C(C=C1)S(=O)(=O)C=1C=NC2=CC=C(C=C2C1N1CCC(CC1)N1CCCC1)OC(F)(F)F